CC1=CC=C(C=N1)C1N(OCC1)C(=O)OC(C)(C)C tert-butyl 3-(6-methylpyridin-3-yl)-1,2-oxazolidine-2-carboxylate